C1(=CC=CC2=CC=CC=C12)[C@H](C)N (S)-alpha-naphthylethylamine